COC(=O)C=1SC2=C(N1)C(=CC=C2)N 4-aminobenzo[d]thiazole-2-carboxylic acid methyl ester